N,N'-diethyl-N'-methylethylenediamine C(C)NCCN(C)CC